N-((trans)-2-cyanocyclohexyl)-4-methylbenzenesulfonamide C(#N)[C@H]1[C@@H](CCCC1)NS(=O)(=O)C1=CC=C(C=C1)C